NC=1C=2O[C@@H](C=3C=C(C=CC3C3=NC=CN=C3CN3N=CC(=C3C(=CN1)C2)C#N)F)C (20R)-23-amino-17-fluoro-20-methyl-21-oxa-5,6,9,12,24-pentaazapentacyclo[20.3.1.02,6.08,13.014,19]hexacosa-1(25),2,4,8,10,12,14(19),15,17,22(26),23-undecaene-3-carbonitrile